tetrahydro-2H-pyran-3,5-diyl diacetate C(C)(=O)OC1COCC(C1)OC(C)=O